spiro[4.4]non-2-ene-4,6-dione C1C=CC(C12C(CCC2)=O)=O